5-[(E)-[(1,1-Dioxo-1,2-benzothiazol-3-yl)-ethyl-hydrazono]methyl]-3,3-diethyl-indolin-2-on O=S1(N=C(C2=C1C=CC=C2)N(\N=C\C=2C=C1C(C(NC1=CC2)=O)(CC)CC)CC)=O